tetrahydro-pyran-4-carboxylic acid (8-{4-[3-((1R,3S)-3-amino-cyclopentyl)-ureido]-pyridin-2-yl}-2,3-dihydro-benzo[1,4]dioxin-2-ylmethyl)-amide N[C@@H]1C[C@@H](CC1)NC(NC1=CC(=NC=C1)C1=CC=CC2=C1OC(CO2)CNC(=O)C2CCOCC2)=O